2'-chloro-5'-methoxy-6-methyl-N-(5-(1-methyl-5-(trifluoromethyl)-1H-pyrazole-4-carbonyl)-5,6-dihydro-4H-pyrrolo[3,4-d]thiazol-2-yl)-[4,4'-bipyridine]-3-carboxamide ClC1=NC=C(C(=C1)C1=C(C=NC(=C1)C)C(=O)NC=1SC2=C(N1)CN(C2)C(=O)C=2C=NN(C2C(F)(F)F)C)OC